OC=1C=2N(C=C(C1)OC)N=C(C2)C(C)=O 1-(4-hydroxy-6-methoxypyrazolo[1,5-a]pyridin-2-yl)ethanone